[(3aS,7aS)-3a-(3,4-dimethoxyphenyl)-1-methyl-3,4,5,7a-tetrahydro-2H-indol-6-yl] 2-methyl-6-nitro-benzoate CC1=C(C(=O)OC=2CC[C@]3(CCN([C@H]3C2)C)C2=CC(=C(C=C2)OC)OC)C(=CC=C1)[N+](=O)[O-]